BrC1=C(C=C2C(=NC(N(C2=C1)C1=C(C=CC=C1)C(C)C)=O)N1CCNCC1)Cl 7-bromo-6-chloro-1-(2-isopropylphenyl)-4-(piperazin-1-yl)quinazolin-2(1H)-one